[3-[1-[2-(aminomethyl)-3,3-difluoro-allyl]-5-oxo-1,2,4-triazol-4-yl]phenyl]-8-methyl-3,4-dihydro-1H-quinolin-2-one trifluoroacetate FC(C(=O)O)(F)F.NCC(CN1N=CN(C1=O)C=1C=C(C=CC1)N1C(CCC2=CC=CC(=C12)C)=O)=C(F)F